COC(CCOC(C)=O)C.C(C)(=O)OC(COCCCC)C propylene glycol monobutyl ether acetate 3-methoxybutyl-acetate